BrC1=CC=C(C=2N=C(C=NC12)Cl)C(=O)OC methyl 8-bromo-3-chloroquinoxaline-5-carboxylate